methyl 4-(benzyloxy)-8-bromo-5-chloroisoquinoline-3-carboxylate C(C1=CC=CC=C1)OC1=C(N=CC2=C(C=CC(=C12)Cl)Br)C(=O)OC